5-(furan-2-yl)-2-methylbenzamide TFA salt OC(=O)C(F)(F)F.O1C(=CC=C1)C=1C=CC(=C(C(=O)N)C1)C